6-{[(1R)-1-(4-Chlorophenyl)-7-fluoro-5-{1-hydroxy-1-[trans-4-hydroxycyclohexyl]propyl}-1-methoxy-3-oxo-2,3-dihydro-1H-isoindol-2-yl]methyl}pyridin-3-carbonitril ClC1=CC=C(C=C1)[C@@]1(N(C(C2=CC(=CC(=C12)F)C(CC)([C@@H]1CC[C@H](CC1)O)O)=O)CC1=CC=C(C=N1)C#N)OC